2-(dimethylamino)-4-(2-methylphenyl)-5H-naphth[1,2-d]imidazol-5-one CN(C1=NC=2C(=N1)C1=CC=CC=C1C(C2C2=C(C=CC=C2)C)=O)C